NC1=C(C(=NC(=C1Cl)Cl)C(=O)OCCCCCC(C)C)Cl 4-Amino-3,5,6-trichloropicolinic acid, isooctyl ester